P(=O)(O)(O)CN(CC(=O)O)CP(=O)(O)O N,N-Bisphosphonomethylglycine